N-(4-chloro-5-(trifluoromethyl)pyrimidin-2-yl)-1H-pyrrolo[2,3-b]pyridin-5-amine ClC1=NC(=NC=C1C(F)(F)F)NC=1C=C2C(=NC1)NC=C2